N1C=NC(=C1)CCNC(CCCCCCCCCCCCCCCCC)=O N-(2-(1H-imidazole-4-yl)ethyl)stearamide